OC=1C=CC2=C(C1/C=N/N1CCCCC1)OC(C=1CN(CCC12)C(=O)OCC=C)=O Allyl (E)-8-hydroxy-5-oxo-7-((piperidin-1-ylimino)methyl)-1,5-dihydro-2H-chromeno[3,4-c]pyridine-3(4H)-carboxylate